FC(C=1C=C(C=C(C1)C(F)(F)F)[C@@H](C)OC1C(N(CCO1)CC1=CC=CC=C1)=O)(F)F 2-[(R)-1-[3,5-bis(trifluoromethyl)phenyl]ethoxy]-4-benzyl-morpholine-3-one